C(C(=C)C)(=O)OCCC1=CC(=C(C(=C1)C(C)(C)C)O)C(C)(C)C 3,5-di-t-butyl-4-hydroxyphenylethyl methacrylate